C(#N)CC1NCCC2=CC(=CC=C12)NC1=NC=C(C(=N1)C=1C=NN(C1)C(C)C)C cyanomethyl-N-(4-(1-isopropyl-1H-pyrazol-4-yl)5-methylpyrimidin-2-yl)-1,2,3,4-tetrahydroisoquinolin-6-amine